C(C)(=O)OCCOC1=CC=C(C=C1)C1C(OC2=C1C=C(C=C2C(C)(C)C)C(C)(C)C)=O 3-[4-(2-acetoxyethoxy)phenyl]-5,7-di-tert-butylbenzofuran-2-one